3,6-diiodo-9-phenyl-9H-carbazole IC=1C=CC=2N(C3=CC=C(C=C3C2C1)I)C1=CC=CC=C1